(E)-3-cyanoprop-2-enoic acid C(#N)/C=C/C(=O)O